O=C1NC[C@@H]2C3=C(N(N=C3C1)C1=CC=C(C=C1)C(=C)C)CCN2C(=O)OC(C)(C)C |o1:4| tert-butyl (S or R)-8-oxo-2-(4-(prop-1-en-2-yl)phenyl)-2,3,4,5a,6,7,8,9-octahydro-5H-1,2,5,7-tetraazabenzo[cd]azulene-5-carboxylate